2-(2-fluoro-6-((3-chlorophenyl)sulfonyl)phenyl)-1,3-dioxolane FC1=C(C(=CC=C1)S(=O)(=O)C1=CC(=CC=C1)Cl)C1OCCO1